7,8-dichloro-5-(2,2-difluoropropyl)-10-(2-methyl-2H-1,2,3-triazol-4-yl)-3,4,5,6-tetrahydroazepino[4,5-b]indol-2(1H)-one ClC1=C(C=C(C=2C3=C(NC12)C(CNC(C3)=O)CC(C)(F)F)C3=NN(N=C3)C)Cl